The molecule is the L-enantiomer of lupinic acid. It is a lupinic acid, a L-alanine derivative and a non-proteinogenic L-alpha-amino acid. It is a conjugate acid of a L-lupinate. It is a tautomer of a L-lupinic acid zwitterion. C/C(=C\\CNC1=C2C(=NC=N1)N(C=N2)C[C@@H](C(=O)O)N)/CO